4-(3-aminopropyl)-1,3-thiazol-2-amine NCCCC=1N=C(SC1)N